N[C@H](C(=O)NC=1C=C2C(N=CC2=CC1)=O)CC1=CC=CC=C1 (S)-2-amino-N-(3-oxoisoindol-5-yl)-3-phenylpropanamide